7-(methylamino)-N-(2-oxobutyl)pyrazolo[1,5-a]pyrimidine-3-carboxamide CNC1=CC=NC=2N1N=CC2C(=O)NCC(CC)=O